C1(CC1)C=1C=C(C=2N(C1)C=C(N2)[C@H](C)NC2=CC(=NC=N2)NC(=O)[C@@H]2[C@H](C2)C2=NC=CC(=N2)C)N2C(N(C(C2)=O)C)=O (1S,2S)-N-(6-(((S)-1-(6-cyclopropyl-8-(3-methyl-2,4-dioxoimidazolidin-1-yl)imidazo[1,2-a]pyridin-2-yl)ethyl)amino)pyrimidin-4-yl)-2-(4-methylpyrimidin-2-yl)cyclopropane-1-carboxamide